C(C)OCOC1=CC=C2C=C(C(OC2=C1)=O)C#N 7-Ethoxymethoxy-3-cyanocoumarin